CC1=CC=C(C=C1)S(=O)(=O)OC[C@@H]1OCCOC1 (R)-(1,4-dioxan-2-yl)methyl 4-methylbenzenesulfonate